C(#N)C1=CC=C2CC[C@H](C2=C1)N (R)-6-cyano-2,3-dihydro-1H-inden-1-amine